N-[2-chloro-6-(4-isopropylpiperazin-1-yl)phenyl]-4-(2-chlorophenyl)-4-methylpiperidine-1-carboxamide ClC1=C(C(=CC=C1)N1CCN(CC1)C(C)C)NC(=O)N1CCC(CC1)(C)C1=C(C=CC=C1)Cl